CN1C(NC2=C1C=C(C=C2)C=2CCN(CC2)C(=O)OC(C)(C)C)=O tert-butyl 4-(3-methyl-2-oxo-1H-benzimidazol-5-yl)-3,6-dihydro-2H-pyridine-1-carboxylate